O1CC[C@@H]2[C@H]1OC[C@H]2N2C(=NC1=C2C=C(C=C1)C(=O)OC(C)(C)C)CC1=C(C=C(C(=C1)F)C1=NC(=CC=C1)OCC1=C(C=C(C=C1)C#N)F)F tert-butyl 3-[(3aS,4S,6aR)-2,3,3a,4,5,6a-hexahydrofuro[2,3-b]furan-4-yl]-2-[[4-[6-[(4-cyano-2-fluoro-phenyl)methoxy]-2-pyridyl]-2,5-difluoro-phenyl]methyl]benzimidazole-5-carboxylate